C(#N)C1=CC=CC=2N=C(SC21)NC=2C=C(C(=O)N[C@@H]1CNCC1)C=CN2 (S)-2-((7-cyanobenzo-[d]thiazol-2-yl)amino)-N-(pyrrolidin-3-yl)isonicotinamide